C(CCC)N1C(C2=C(C=C1C)OC(=C2C2=CC=CC1=CC=CC=C21)C)=O 5-butyl-2,6-dimethyl-3-(1-naphthyl)furo[3,2-c]pyridin-4(5H)-one